[Na+].FC(C(C(F)(F)S(=O)(=O)[O-])(F)F)(CCCCCCC(F)(F)F)F.[Na+].FC(C(C(F)(F)S(=O)(=O)[O-])(F)F)(CCCCCCC(F)(F)F)F sodium nonafluorodecyl-sulfonate sodium